3-amino-8-methoxy-2-oxo-1,2-dihydroquinoline-7-acetate NC=1C(NC2=C(C(=CC=C2C1)CC(=O)[O-])OC)=O